CC(C(CCC(C)O)S)(C)SC(C(CCC(C)O)S)(C)C α-METHYL-β-HYDROXYPROPYL-α-METHYL-β-MERCAPTOPROPYL SULFIDE